COC(O)=O.C(C)(=O)OC methyl acetate methyl-carbonate